(-)-2-({4-[(2-imino-5-methyl-2,3-dihydro-1,3-oxazol-3-yl)methyl]-1H-1,3-benzodiazol-2-yl}amino)-2-[3-(trifluoromethyl)-phenyl]propan-1-ol N=C1OC(=CN1CC1=CC=CC=2NC(=NC21)NC(CO)(C)C2=CC(=CC=C2)C(F)(F)F)C